(1-methyl-1H-pyrazol-3-yl)-1-(6-methyl-4-(trifluoromethyl)pyridin-2-yl)pyrrolidine-2,4-dicarboxamide CN1N=C(C=C1)C1(N(CC(C1)C(=O)N)C1=NC(=CC(=C1)C(F)(F)F)C)C(=O)N